FC=1C=C(C=CC1OC1=CC=NC2=CC(=C(C=C12)OC)OCCCN1CCN(CC1)C)NC(=O)[C@]1([C@@H](C1)C)C(=O)NC1=CC=C(C=C1)F (1R,2R)-N-{3-fluoro-4-[(6-(methyloxy)-7-{[3-(4-methylpiperazin-1-yl)propyl]oxy}quinolin-4-yl)oxy]phenyl}-N'-(4-fluorophenyl)-2-methylcyclopropane-1,1-dicarboxamide